tert-butyl N-tert-butoxycarbonyl-N-[[8-[4-(trifluoromethoxy)phenyl]-5-vinyl-quinoxalin-6-yl]methyl]carbamate C(C)(C)(C)OC(=O)N(C(OC(C)(C)C)=O)CC=1C(=C2N=CC=NC2=C(C1)C1=CC=C(C=C1)OC(F)(F)F)C=C